NCCS(=O)(=O)OCCCCCCCC\C=C/CCCCCCCC.[Na] sodium oleyl taurate